Methylglycine trisodium diacetate C(C)(=O)[O-].C(C)(=O)[O-].[Na+].[Na+].[Na+].CNCC(=O)O